FCC1(COC1)NS(=O)(=O)C1=CC(=C2C=NN(C2=C1)C=1SC=NN1)N1CCN(CC1)C(C(C)C)=O N-(3-(fluoromethyl)oxetan-3-yl)-4-(4-isobutyrylpiperazin-1-yl)-1-(1,3,4-thiadiazol-2-yl)-1H-indazole-6-sulfonamide